4-(((4-phenylbut-3-en-2-yl)amino)methyl)aniline C1(=CC=CC=C1)C=CC(C)NCC1=CC=C(N)C=C1